6-(2-Methyl-2H-Indazol-5-yl)-N-(piperidin-4-yl)[1,3]thiazolo[4,5-b]pyridin-2-amin CN1N=C2C=CC(=CC2=C1)C=1C=C2C(=NC1)N=C(S2)NC2CCNCC2